BrC=1C(=NN(C1NC(=O)N[C@@H]1CN(C[C@H]1C1=NC=C(C=C1)F)CCOC)C1=CC=CC=C1)C 1-(4-bromo-3-methyl-1-phenyl-1H-pyrazol-5-yl)-3-(trans-4-(5-fluoropyridin-2-yl)-1-(2-methoxyethyl)pyrrolidin-3-yl)urea